C=1(C(=CC=CC1)CCCCO)CCCCO 2-benzenedi-butanol